N1C=CC2=C1C(=CC=N2)C(=O)N pyrrolo-pyridine-7-carboxamide